(R)-6-fluoro-N-(4-fluoro-3-(3-imino-2,5-dimethyl-1,1-dioxo-1,2,4-thiadiazin-5-yl)phenyl)benzo[d]oxazole FC1=CC2=C(N(CO2)C2=CC(=C(C=C2)F)[C@]2(NC(N(S(C2)(=O)=O)C)=N)C)C=C1